ClC=1N=CC=2C3=C(C(=NC2C1F)S(=O)C)C=C(N3C3C1CN(C3C1)C(=O)OC(C)(C)C)CN1C(OCC1)=O tert-butyl (endo)-5-(7-chloro-6-fluoro-4-(methylsulfinyl)-2-((2-oxooxazolidin-3-yl)methyl)-1H-pyrrolo[3,2-c][1,6]naphthyridin-1-yl)-2-azabicyclo[2.1.1]hexane-2-carboxylate